C(C)(C)(C)OC(=O)NCCNCCCC=1C(=CC(=NC1)NC(OC(C)(C)C)=O)OC tert-butyl (5-(3-((2-((tert-butoxycarbonyl)amino)ethyl)amino)propyl)-4-methoxypyridin-2-yl)carbamate